(2-fluoroquinolin-3-yl)boric acid FC1=NC2=CC=CC=C2C=C1OB(O)O